C(C=C)(=O)N1CC(C1)C(=O)N1[C@@H]2CN([C@H](C1)C2)C2=CC=C(C=N2)C=2C=C(C=1N(C2)N=CC1C#N)OC 6-(6-((1S,4S)-5-(1-acryloylazetidine-3-carbonyl)-2,5-diazabicyclo[2.2.1]heptan-2-yl)pyridin-3-yl)-4-methoxypyrazolo[1,5-a]pyridine-3-carbonitrile